(R)-5-(1-((4-fluoro-2-(trifluoromethyl)phenyl)amino)ethyl)-2,7-dimethyl-3-(2-(1-methyl-6-oxo-1,6-dihydropyrazin-2-yl)pyrimidin-5-yl)isoquinolin-1(2H)-one FC1=CC(=C(C=C1)N[C@H](C)C1=C2C=C(N(C(C2=CC(=C1)C)=O)C)C=1C=NC(=NC1)C=1N(C(C=NC1)=O)C)C(F)(F)F